CO[Si](CCCOC(C(C)(C)Br)=O)(OC)OC 3-(trimethoxysilyl)propyl-2-bromo-2-methylpropanoate